4-[[7-(2-hydroxy-4,6-dimethyl-phenyl)-1,8-naphthyridin-2-yl]methyl]tetrahydropyran-4-ol OC1=C(C(=CC(=C1)C)C)C1=CC=C2C=CC(=NC2=N1)CC1(CCOCC1)O